(R)-1-(4-trifluoromethylphenyl)ethanol FC(C1=CC=C(C=C1)[C@@H](C)O)(F)F